(S)-(1-(7-(4-(trifluoromethyl)benzyl)-2-((1-(3,4,5-trimethoxyphenyl)-1H-imidazol-4-yl)amino)-5,6,7,8-tetrahydropyrido[3,4-d]pyrimidin-4-yl)pyrrolidin-2-yl)methanol FC(C1=CC=C(CN2CC=3N=C(N=C(C3CC2)N2[C@@H](CCC2)CO)NC=2N=CN(C2)C2=CC(=C(C(=C2)OC)OC)OC)C=C1)(F)F